BrC1=C(C(=CC(=C1)Br)C)NC(C)=S N-(2,4-dibromo-6-methylphenyl)ethanethioamide